8-benzyl-6-(3-((tert-butyldimethylsilyl)oxy)-4-chlorophenyl)-2-(furan-2-ylmethyl)imidazo[1,2-a]Pyrazin-3(7H)-one C(C1=CC=CC=C1)C1=C2N(C=C(N1)C1=CC(=C(C=C1)Cl)O[Si](C)(C)C(C)(C)C)C(C(=N2)CC=2OC=CC2)=O